N-[4-[(E)-3-(3,4-Dihydroxyphenyl)prop-2-enoyl]phenyl]acetamide OC=1C=C(C=CC1O)/C=C/C(=O)C1=CC=C(C=C1)NC(C)=O